CC1=NOC(=C1C1=CC=CC2=C1N=C(S2)N)C 4-(3,5-dimethylisoxazol-4-yl)benzo[d]thiazol-2-amine